NCC1(CCN(CC1)C1=NN2C(S1)=NC=C2C2=C(C=CC(=C2)F)OC)O 4-(aminomethyl)-1-(5-(5-fluoro-2-methoxyphenyl)imidazo[2,1-b][1,3,4]thiadiazol-2-yl)piperidin-4-ol